F[C@@H]1[C@@H]([C@H]2CN[C@@H]1C2)OC2=CC=C(N=N2)C2=C(C=C(C=C2)N2C=NC=C2)O 2-(6-(((1R,4R,5R,6S)-6-fluoro-2-azabicyclo[2.2.1]heptan-5-yl)oxy)pyridazin-3-yl)-5-(1H-imidazol-1-yl)phenol